2-(3-fluorobenzoyl)-2,3,4,9-tetrahydro-1H-β-carboline FC=1C=C(C(=O)N2CC=3NC4=CC=CC=C4C3CC2)C=CC1